8-((4-chlorophenyl)(methyl)amino)-5-methyl-6-oxo-5,6-dihydro-1,5-naphthyridine-2-carbonitrile ClC1=CC=C(C=C1)N(C1=CC(N(C=2C=CC(=NC12)C#N)C)=O)C